chloro-5'-fluorospiro[cyclopropane-1,3'-indoline]-2'-one ClN1C(C2(C3=CC(=CC=C13)F)CC2)=O